CC1(CS1)SSC1(C)CS1 Bis(β-epithiopropyl) disulfide